N-(1-chloro-6-methylisoquinolin-7-yl)-4-(piperidin-1-yl)butanamide tert-butyl-((2S)-1-oxo-3-((S)-2-oxopyrrolidin-3-yl)-1-(tetrahydrofuran-2-yl)propan-2-yl)carbamate C(C)(C)(C)N(C(O)=O)[C@H](C(C1OCCC1)=O)C[C@H]1C(NCC1)=O.ClC1=NC=CC2=CC(=C(C=C12)NC(CCCN1CCCCC1)=O)C